(-)-2-(5-chloro-2-fluorophenyl)-2-[(4-{[(1,2-oxazol-3-yl)amino]methyl}-1H-1,3-benzodiazol-2-yl)amino]propan-1-ol ClC=1C=CC(=C(C1)C(CO)(C)NC1=NC2=C(N1)C=CC=C2CNC2=NOC=C2)F